C1(=CCCC1)N1C(N(C2=C1C=C(C=C2)S(=O)(=O)NC2(CC2)C)CC2=C(N=C(S2)C)C)=O 3-(cyclopenten-1-yl)-1-[(2,4-dimethylthiazol-5-yl)methyl]-N-(1-methylcyclopropyl)-2-oxo-benzoimidazole-5-sulfonamide